ClC1=CC=C(C=C1)N1CCN(CC1)CCC1OC(C2(C1)CCN(CC2)S(=O)(=O)C)=O 3-(2-(4-(4-chlorophenyl)piperazin-1-yl)ethyl)-8-(methylsulfonyl)-2-oxa-8-azaspiro[4.5]decan-1-one